C(C1=CC=CC=C1)(C1=CC=CC=C1)(C1=CC=CC=C1)N1C(=NN=C1)CCC(=O)OCC ethyl 3-(4-trityl-1,2,4-triazol-3-yl)propanoate